6-methyl-phenyl-phosphine oxide CC1=CC=CC=C1[PH2]=O